5-(3-tolyl)-1,3,4-oxadiazole C1(=CC(=CC=C1)C1=NN=CO1)C